N-(4-benzyl-3-oxo-3,4-dihydro-2H-benzo[b][1,4]thiazin-6-yl)-2-(furan-2-yl)acetamide C(C1=CC=CC=C1)N1C2=C(SCC1=O)C=CC(=C2)NC(CC=2OC=CC2)=O